F[C@H]1CN(C[C@@H]1F)C1=NC(=NC(=C1)C(F)(F)F)NC1=CC=C(C=C1)N1CCCCC1 1-[4-({4-[(3S,4S)-3,4-difluoropyrrolidin-1-yl]-6-(trifluoromethyl)pyrimidin-2-yl}amino)phenyl]piperidine